C(C)(C)(C)OC(=O)N1C2(CC2)CN(CC1)C=1C=CC=2N(C(C=C(N2)C=2C=C(C=3N(N2)C=C(N3)C([2H])([2H])[2H])C([2H])([2H])[2H])=O)C1 7-(2-(2,8-bis(methyl-d3)imidazo[1,2-b]pyridazin-6-yl)-4-oxopyrido[1,2-a]pyrimidin-7-yl)-4,7-diazaspiro[2.5]octane-4-carboxylic acid tert-butyl ester